O=C1NC(CCC1N1C(C2=CC=CC(=C2C1)C#CCCC=1C(=NC=C(C1)C=1C=C2N(CCN(C2=CC1)C1=C2C=C(C(N(C2=CC(=C1)OC)C)=O)C)C)C(=O)N)=O)=O (4-(2-(2,6-Dioxopiperidin-3-yl)-1-oxoisoindolin-4-yl)but-3-yn-1-yl)-5-(1-(7-methoxy-1,3-dimethyl-2-oxo-1,2-dihydroquinolin-5-yl)-4-methyl-1,2,3,4-tetrahydroquinoxalin-6-yl)picolinamide